3-(2-(benzyloxy)ethyl)-4-phenyl-9H-indeno[2,1-b]pyridine C(C1=CC=CC=C1)OCCC=1C(=C2C(=NC1)CC=1C=CC=CC12)C1=CC=CC=C1